Cl.FC1CNCCC1N1N=CN=C1 3-fluoro-4-(1H-1,2,4-triazol-1-yl)piperidine hydrochloride